benzothiopheno[3,2-d]pyrimidine N1=CN=CC2=C1C1=C(S2)C=CC=C1